Cl.FC1=CC=C(O[C@@H]2C[C@H](C2)NC(=O)[C@@H]2CNC[C@H]2C2=CC=CC=C2)C=C1 |r| (±)-trans-N-[trans-3-(4-Fluorophenoxy)cyclobutyl]-4-phenylpyrrolidine-3-carboxamide hydrochloride